4-((2S,4S)-2-(((tert-Butoxycarbonyl)amino)methyl)-5-chloro-2-phenyl-2,3-dihydrobenzofuran-4-yl)-5-fluoro-6-methoxynicotinic acid C(C)(C)(C)OC(=O)NC[C@@]1(OC2=C(C1)C(=C(C=C2)Cl)C2=C(C(=NC=C2C(=O)O)OC)F)C2=CC=CC=C2